C(C)C1=CC(=NC=2C=CC3=C(C12)C=CC=C3)C(C(F)(F)F)=O 1-ethyl-3-(2,2,2-trifluoroethan-1-on-1-yl)benzo[f]quinolin